C(C)(C)(C)OC(N(CC)C1=C(C(=CC=C1F)[N+](=O)[O-])F)=O (2,6-Difluoro-3-nitrophenyl)(ethyl)carbamic acid tert-butyl ester